1-benzoyl-3-(4-trifluoromethylphenyl)thiourea C(C1=CC=CC=C1)(=O)NC(=S)NC1=CC=C(C=C1)C(F)(F)F